BrC1=CN(C2=NC=C(C=C21)C(=O)NC)C 3-bromo-N,1-dimethyl-pyrrolo[2,3-b]Pyridine-5-carboxamide